BrC1=C2CC(NC2=C(C=C1C(F)(F)F)F)=O 4-bromo-7-fluoro-5-(trifluoromethyl)indolin-2-one